C(C)(C)(C)OC(NCC#CC(=O)NC=1C=NC(=CC1)N[C@@H]1C[C@@H](N(C2=CC=CC=C12)C(CC)=O)C)=O |o1:20,22| tert-butyl(4-((6-(((2S*,4R*)-2-methyl-1-propionyl-1,2,3,4-tetrahydroquinolin-4-yl)amino)pyridin-3-yl)amino)-4-oxobut-2-yn-1-yl)carbamate